5-chloro-1,3-benzodioxol-4-amine ClC1=C(C2=C(OCO2)C=C1)N